5-(4,4-difluoropiperidin-3-yl)-3-((methylsulfonyl)methyl)pyridin-2(1H)-one FC1(C(CNCC1)C=1C=C(C(NC1)=O)CS(=O)(=O)C)F